3-(allylamino)-2-hydroxypropane C(C=C)NCC(C)O